BrC1=CC(=C2N=C(C(NC2=C1)=O)C)OC1=CC=C(C#N)C=C1 4-((7-Bromo-3-methyl-2-oxo-1,2-dihydroquinoxalin-5-yl)oxy)benzonitrile